CC=1C(=NN2C1NC(=CC2=O)C2=CC=C(C#N)C=C2)C2=CC=CC=C2 4-(3-methyl-7-oxo-2-phenyl-4,7-dihydropyrazolo[1,5-a]pyrimidin-5-yl)benzonitrile